7-(trichlorosilylmethyl)pentadecane LANTHANUM MANGANITE [Mn](=O)([O-])[O-].[La+3].Cl[Si](Cl)(Cl)CC(CCCCCC)CCCCCCCC.[Mn](=O)([O-])[O-].[Mn](=O)([O-])[O-].[La+3]